(S)-(3-(1-amino-1,3-dihydro-spiro[inden-2,4'-piperidin]-1'-yl)-6-(3-(4-methoxyphenyl)propyl-1-yl)pyrazin-2-yl)methanol N[C@@H]1C2=CC=CC=C2CC12CCN(CC2)C2=C(NC(C=N2)=CCCC2=CC=C(C=C2)OC)CO